tert-Butyl 4-(7-(4-methoxybenzyl)-8-oxo-4-oxa-7-azaspiro[2.5]octan-5-yl)piperidine-1-carboxylate COC1=CC=C(CN2CC(OC3(CC3)C2=O)C2CCN(CC2)C(=O)OC(C)(C)C)C=C1